(R)-3-((4-(2-hydroxy-4-methylphenyl)phthalazin-1-yl)amino)piperidine-1-carboxylic acid tert-butyl ester C(C)(C)(C)OC(=O)N1C[C@@H](CCC1)NC1=NN=C(C2=CC=CC=C12)C1=C(C=C(C=C1)C)O